(S)-1-(2,2',3,3'-tetrahydro-1H,1'H-[5,5'-biinden]-1-yl)piperidine-4-carboxylic acid [C@@H]1(CCC2=CC(=CC=C12)C=1C=C2CCCC2=CC1)N1CCC(CC1)C(=O)O